2,3-dichloro-6-(o-tolyl)-5-(trifluoromethyl)pyridine ClC1=NC(=C(C=C1Cl)C(F)(F)F)C1=C(C=CC=C1)C